3-fluoro-5-((6-fluoroquinolin-4-yl)amino)-N-(3-(pyridin-4-ylamino)phenyl)benzamide 2-hexyldecyl-3-((3-(2-hexyldecanamido)-4-((1-methylpiperidin-4-yl)amino)-4-oxobutyl)thio)propanoate C(CCCCC)C(COC(CCSCCC(C(=O)NC1CCN(CC1)C)NC(C(CCCCCCCC)CCCCCC)=O)=O)CCCCCCCC.FC=1C=C(C(=O)NC2=CC(=CC=C2)NC2=CC=NC=C2)C=C(C1)NC1=CC=NC2=CC=C(C=C12)F